NCCS(=O)(=O)OCC(O)CO glyceryl taurate